ethyl 5-bromo-1,3-dimethylindoline-3-carboxylate BrC=1C=C2C(CN(C2=CC1)C)(C(=O)OCC)C